N1=CC(=CC2=CC(=CC(=C12)S(=O)(=O)O)S(=O)(=O)O)S(=O)(=O)O 3,6,8-quinolinetrisulfonic acid